FC=1C=C(C=C(C1)OC)[C@@H](CO)NC(CC)=O N-((S)-1-(3-fluoro-5-methoxyphenyl)-2-hydroxyethyl)propionamide